OC1=CC=C(C=C1)C(C)(C1=CC2=CC=CC=C2C=C1)C1=CC=C(C=C1)O 1,1-bis-(4-hydroxyphenyl)-1-(2-naphthyl)ethane